phenylsulphonium hexafluorophosphate F[P-](F)(F)(F)(F)F.C1(=CC=CC=C1)[SH2+]